N'-(5-cyano-4-(3-fluorobenzyl)-2-methylphenyl)-N-ethyl-N-methylformimidamide C(#N)C=1C(=CC(=C(C1)N=CN(C)CC)C)CC1=CC(=CC=C1)F